1-(5-aminopyrazin-2-yl)azetidin-3-ol Methyl-(Z)-heptadec-10-enoate CC(C(=O)OC1CN(C1)C1=NC=C(N=C1)N)CCCCCCC\C=C/CCCCCC